C(C)NC(NC=1N=CC2=CC(=NC=C2C1)C=1C=NC(=CC1C)C(CC)O)=O 3-ethyl-1-(7-{6-[1-hydroxypropyl]-4-methylpyridin-3-yl}-2,6-naphthyridin-3-yl)urea